tert-butyl 2-[(4-bromo-2,3,6-trifluorophenyl)methyl]-3-(2-methoxyethyl)benzimidazole-5-carboxylate BrC1=C(C(=C(C(=C1)F)CC=1N(C2=C(N1)C=CC(=C2)C(=O)OC(C)(C)C)CCOC)F)F